CN1CCC(CC1)N1N=C(C(=C1)NC1=NC=C(C(=C1)NCCCN1CCOCCC1=O)C(F)(F)F)C=C 4-(3-((2-((1-(1-methylpiperidin-4-yl)-3-vinyl-1H-pyrazol-4-yl)amino)-5-(trifluoromethyl)pyridin-4-yl)amino)propyl)-1,4-oxazepan-5-one